C1(CC1)C=O (cyclopropyl)methanone